C(C)C(C(=O)N)(C1C(C(CC1)=O)CCCCC)CC diethyl-2-(3-oxo-2-pentylcyclopentyl)acetamide